(2-Fluoro-4-hydroxy-phenyl)-3,6-dihydro-2H-pyridine-1-carboxylic acid tert-butyl ester C(C)(C)(C)OC(=O)N1C(CC=CC1)C1=C(C=C(C=C1)O)F